tert-Butyl 4-[[4-chloro-2-[3-[(2-methyl-1,3-benzoxazol-6-yl)carbamoyl]phenyl]-5-(trifluoromethyl) pyrazol-3-yl]methoxy]benzoate ClC1=C(N(N=C1C(F)(F)F)C1=CC(=CC=C1)C(NC1=CC2=C(N=C(O2)C)C=C1)=O)COC1=CC=C(C(=O)OC(C)(C)C)C=C1